C12CN(CC2NC1)C(=O)C1=CC2=C(N(C(=N2)C2=CC=3C=4N2CCN(C4C=CC3)CCCO)CC3CC3)C(=C1)OC (3,6-diazabicyclo[3.2.0]heptan-3-yl)(1-(cyclopropylmethyl)-2-(1-(3-hydroxypropyl)-2,3-dihydro-1H-pyrrolo[1,2,3-de]quinoxalin-5-yl)-7-methoxy-1H-benzo[d]imidazol-5-yl)methanone